C(C)C1=NNC2=C(C=CC=C12)C(=O)N ethyl-indazole-7-carboxamide